2,2-bis(tertiary butyl-peroxy)butane C(C)(C)(C)OOC(C)(CC)OOC(C)(C)C